6-chloro-5-(2-methoxy-6-(6-oxa-2-azaspiro[3.4]octan-2-yl)pyridin-3-yl)-1H-indole-3-carboxylic acid ClC1=C(C=C2C(=CNC2=C1)C(=O)O)C=1C(=NC(=CC1)N1CC2(C1)COCC2)OC